ClC1=CC=C(C=C1)C1=CC=C(O1)\C=C/1\C(C2=C(S1)C=CC=C2)=O (2Z)-2-[[5-(4-Chlorophenyl)-2-furanyl]methylene]benzo[b]thiophen-3(2H)-one